[Br-].C(CCCCCCCCCCCCC)OCC(C[N+](CCO)(C)C)OCCCCCCCCCCCCCC (1,2-dimyristyloxyprop-3-yl)-N,N-dimethyl-N-hydroxyethyl-ammonium bromide